N-(5-chloro-2-fluorobenzyl)-2-[(3R)-3-methyl-[1,4'-bipiperidin]-1'-yl]-1,3-thiazole-5-carboxamide ClC=1C=CC(=C(CNC(=O)C2=CN=C(S2)N2CCC(CC2)N2C[C@@H](CCC2)C)C1)F